NCC1(CCN(CC1)CCC1=CC=CC=C1)O 4-(aminomethyl)-1-phenethylpiperidin-4-ol